C(C)(C)(C)OC(=O)NC1=CC=C(OC2=C(C=CC=C2)OC2=CC=C(C=C2)NC(=O)OC(C)(C)C)C=C1 bis[4-(t-Butoxycarbonylamino)phenoxy]benzene